FC1CC(CCC1)SSC1=CC=CC=C1 phenyl (3-fluorocyclohexyl) disulfide